OC1C(CC12CCN(CC2)C(CC2=NN=NN2)=O)C2N1C(C=3C=CC=CC23)=CN=C1 1-[3-Hydroxy-2-(5H-imidazo[1,5-b]isoindol-5-yl)-7-azaspiro[3.5]nonan-7-yl]-2-(1H-tetrazol-5-yl)ethanon